OC1(COC(C(C(C(CC(CC(CNC(C1O)C)C)(C)O)C)O)C)=O)C 3,4,10,13-tetrahydroxy-3,5,8,10,12,14-hexamethyl-15-oxo-1-oxa-6-azacyclopentadecan